tert-Butyl N-(2-hydroxyethyl)-N-(propan-2-yl)carbamate OCCN(C(OC(C)(C)C)=O)C(C)C